ClC1=C(C(=CC(=C1)NC(C(CC(=O)OC(C)(C)C)C1=CC=C(C=C1)S(=O)(=O)C)=O)Cl)C1=C(C=CC=C1)OC(F)(F)F tert-butyl 4-((2,6-dichloro-2'-(trifluoromethoxy)-[1,1'-biphenyl]-4-yl) amino)-3-(4-(methylsulfonyl) phenyl)-4-oxobutyrate